[Sn](Cl)Cl.[Pt+4] Platinum(IV)-Tin(II) Chloride